C1=CC=CC=2S(C3=CC=CC=C3C(C12)=O)(=O)=O 9H-thioxanthen-9-one 10,10-dioxide